((1r,4r)-4-(2-hydroxypropan-2-yl)cyclohexyl)-5-(1H-imidazol-1-yl)-1H-pyrazolo[3,4-c]pyridine-7-carboxamide OC(C)(C)C1CCC(CC1)N1N=CC=2C1=C(N=C(C2)N2C=NC=C2)C(=O)N